C(C1=CC=CC=C1)(C1=CC=CC=C1)(C1=CC=CC=C1)SCCC=O 3-(tritylthio)propanal